Cl.O1N=CNC1=O 1,2,4-oxadiazol-5(4H)-one hydrochloride salt